3-(chloromethyl)-5-methylpyridazine ClCC=1N=NC=C(C1)C